antimony-sodium [Na].[Sb]